triethylene glycol bis-n-heptanoate C(CCCCCC)(=O)OCCOCCOCCOC(CCCCCC)=O